3-chlorothiophen ClC1=CSC=C1